C(C)(C)(C)NC(N[C@H](C(=O)N1[C@@H]([C@H]2C([C@H]2C1)(C)C)C(=O)OC)C(C)(C)C)=O Methyl (1R,2S,5S)-3-((S)-2-(3-(tert-butyl)ureido)-3,3-dimethylbutanoyl)-6,6-dimethyl-3-azabicyclo[3.1.0]hexane-2-carboxylate